NC1=NC=NN2C1=C(C=C2C2CCN(CC2)C)C2=CC=C(C=C2)NC(=O)C=2C(N(C(=C(C2)C2=NC=CC=N2)C)C2=CC=CC=C2)=O N-{4-[4-amino-7-(1-methylpiperidin-4-yl)pyrrolo[2,1-f][1,2,4]triazin-5-yl]phenyl}-6-methyl-2-oxo-1-phenyl-5-pyrimidin-2-yl-1,2-dihydropyridine-3-carboxamide